(cyclopropanecarbonyl)-4-((6-fluorobenzo[d]isothiazol-3-yl)methoxy)pyrrolidin C1(CC1)C(=O)N1CCC(C1)OCC1=NSC2=C1C=CC(=C2)F